C(=O)(O)C(CCCCCCCCCC)O carboxyundecanol